O=C1NC(CCC1N1C(C2=CC=C(C=C2C1=O)CCCCC1CN(CC1)CCOC1=CC=C(C=C1)\C(=C(\CC)/C1=CC=CC=C1)\C1=CC=C(C=C1)O)=O)=O (Z)-2-(2,6-dioxopiperidin-3-yl)-5-(4-(1-(2-(4-(1-(4-hydroxyphenyl)-2-phenylbut-1-en-1-yl)phenoxy)ethyl)pyrrolidin-3-yl)butyl)isoindoline-1,3-dione